C1(CCCCC1)/C=C/C(=O)N1C(OCC1)=O (E)-3-(3-cyclohexylacryloyl)oxazolidin-2-one